CC1=CC=C(C=N1)CNC(=O)C=1N=NN(C1)CCCCN1N=NC(=C1)NC(CC1=NC=CC=C1)=O N-[(6-methylpyridin-3-yl)methyl]-1-(4-{4-[2-(pyridin-2-yl)acetamido]-1H-1,2,3-triazol-1-yl}butyl)-1H-1,2,3-triazole-4-carboxamide